ethyl 3-(2-(azidomethyl)-4-(4-(trifluoromethyl)phenyl)-3,4-dihydroquinoxalin-1(2H)-yl)propanoate N(=[N+]=[N-])CC1N(C2=CC=CC=C2N(C1)C1=CC=C(C=C1)C(F)(F)F)CCC(=O)OCC